2-(4-(7-(((1-Cyclopropyl-1H-pyrazol-3-yl)methyl)amino)-3-isopropylpyrazolo[1,5-a]pyrimidin-5-yl)-1-methylpiperazin-2-yl)ethan-1-ol C1(CC1)N1N=C(C=C1)CNC1=CC(=NC=2N1N=CC2C(C)C)N2CC(N(CC2)C)CCO